(rac)-1-methyl-4-[4-(5-methyl-1,3-benzoxazol-2-yl)piperidin-1-yl]-2-oxo-7-[(oxolan-3-yl)oxy]-6-[1-(trifluoromethyl)cyclopropyl]-1,2-dihydroquinoline-3-carboxamide CN1C(C(=C(C2=CC(=C(C=C12)O[C@H]1COCC1)C1(CC1)C(F)(F)F)N1CCC(CC1)C=1OC2=C(N1)C=C(C=C2)C)C(=O)N)=O |r|